ClC1=C(C(=CC=C1)Cl)N1CC(C1)C1=CC(=C(C=N1)CN1CCC(CC1)C(=O)O)C ((6-(1-(2,6-dichlorophenyl)azetidin-3-yl)-4-methylpyridin-3-yl)methyl)-piperidine-4-carboxylic acid